(3-((1-oxo-6-(phenylsulfonyl)phthalazin-2(1H)-yl)methyl)phenyl)carbamic acid tert-butyl ester C(C)(C)(C)OC(NC1=CC(=CC=C1)CN1C(C2=CC=C(C=C2C=N1)S(=O)(=O)C1=CC=CC=C1)=O)=O